N-(5-chloro-6-(2H-1,2,3-triazol-2-yl)pyridin-3-yl)-1-(quinolin-5-yl)-1H-pyrazole-4-carboxamide ClC=1C=C(C=NC1N1N=CC=N1)NC(=O)C=1C=NN(C1)C1=C2C=CC=NC2=CC=C1